The molecule is a retinoid that consists of all-trans-retinoic acid bearing an hydroxy substituent at position 16. It is a retinoid and a hydroxy monocarboxylic acid. It derives from an all-trans-retinoic acid. It is a conjugate acid of an all-trans-16-hydroxyretinoate. CC1=C(C(CCC1)(C)CO)/C=C/C(=C/C=C/C(=C/C(=O)O)/C)/C